5-(4-cyclopropyl-6-methoxy-2-methylpyrimidin-5-yl)-3-(4-(1-methyl-4-(trifluoromethyl)-1H-imidazol-2-yl)benzyl)-2-((2-(trimethylsilyl)ethoxy)methyl)-2H-pyrazolo[4,3-d]pyrimidine C1(CC1)C1=NC(=NC(=C1C=1N=CC=2C(N1)=C(N(N2)COCC[Si](C)(C)C)CC2=CC=C(C=C2)C=2N(C=C(N2)C(F)(F)F)C)OC)C